(E)-3-(6-nitropyridin-3-yl)prop-2-enal [N+](=O)([O-])C1=CC=C(C=N1)/C=C/C=O